Propane-1,2-dione-2-(O-benzoyloxime) C(C1=CC=CC=C1)(=O)ON=C(C=O)C